1-(pyridine-2-yl)-1H-pyrazole N1=C(C=CC=C1)N1N=CC=C1